3-(isoindol-2-yl)-1-(1,2,3,4-tetrahydroquinolin-7-yl)-propan-1-one C=1N(C=C2C=CC=CC12)CCC(=O)C1=CC=C2CCCNC2=C1